(S)-methyl 2-((4-(3-((4-cyano-2-fluorobenzyl)oxy)-1H-pyrazol-1-yl)piperidin-1-yl)methyl)-1-(oxetan-2-ylmethyl)-1H-benzo[d]imidazole-6-carboxylate C(#N)C1=CC(=C(COC2=NN(C=C2)C2CCN(CC2)CC2=NC3=C(N2C[C@H]2OCC2)C=C(C=C3)C(=O)OC)C=C1)F